tert-butyl (2-bromo-5,6-dihydro-4H-cyclopenta[b]thiophen-4-yl)methyl(methyl)carbamate BrC1=CC2=C(S1)CCC2CN(C(OC(C)(C)C)=O)C